1,7-di(pyridin-3-yl)heptan-4-yl (2S)-1-[oxo (3,4,5-trimethoxyphenyl)acetyl]piperidine-2-carboxylate O=C(C(=O)N1[C@@H](CCCC1)C(=O)OC(CCCC=1C=NC=CC1)CCCC=1C=NC=CC1)C1=CC(=C(C(=C1)OC)OC)OC